ClC1=C(C(=NC(=N1)SC)N)[N+](=O)[O-] 6-chloro-2-(methylthio)-5-nitropyrimidine-4-amine